ClC(C1(CC(=NO1)C(=O)O)C1=CC(=CC(=C1)Cl)Cl)(F)F 5-[chloro(difluoro)methyl]-5-(3,5-dichlorophenyl)-4H-isoxazole-3-carboxylic acid